C(C)NC(NCC1=CC=CC=C1)=O 3-ethyl-1-benzyl-urea